1,1-bis(3-nonyl-4-hydroxyphenyl)dodecane C(CCCCCCCC)C=1C=C(C=CC1O)C(CCCCCCCCCCC)C1=CC(=C(C=C1)O)CCCCCCCCC